6-(2-(ethoxymethoxy)-4-(trifluoromethyl)phenyl)-5-methyl-1,2,4-triazin-3-amine C(C)OCOC1=C(C=CC(=C1)C(F)(F)F)C1=C(N=C(N=N1)N)C